benzyl (6R)-6-{[7-(ethylsulfanyl)-2-(1-methyl-1H-pyrazol-4-yl)[1,2,4]triazolo[1,5-c]quinazolin-5-yl]amino}-5-oxo-1,4-diazepane-1-carboxylate C(C)SC1=CC=CC=2C=3N(C(=NC12)N[C@H]1C(NCCN(C1)C(=O)OCC1=CC=CC=C1)=O)N=C(N3)C=3C=NN(C3)C